C(C)N(C)B (ethylmethylamino)borane